3-Methoxy-3-methylcyclobutyl(8-amino-7-fluoro-6-(8-methyl-2,3-dihydro-1H-pyrido[2,3-b][1,4]oxazin-7-yl)isoquinolin-3-yl)carbamate COC1(CC(C1)N(C([O-])=O)C=1N=CC2=C(C(=C(C=C2C1)C1=C(C2=C(OCCN2)N=C1)C)F)N)C